CS(=O)(=O)C1=CC=C(C=C1)CNC1=C(C=CC=C1)/C=C/C(=O)OC methyl (2E)-3-(2-[[(4-methanesulfonylphenyl)methyl]amino]phenyl)prop-2-enoate